3,6-dichloro-4-(difluoromethoxy)pyridazine ClC=1N=NC(=CC1OC(F)F)Cl